CS(=O)(=O)[C@@H]1C[C@@]2([C@@H](C[C@H]3[C@@H]4CC[C@H]([C@@H](CC(C(C(C)C)=O)=O)C)[C@]4(CC[C@@H]3[C@]2(CC1)C)C)NCCC=1N=CNC1)O 3β-methylsulfonyl-5α-hydroxy-6β-[2-(1H-imidazol-4-yl)ethylamino]cholestan-dione